COC1=CC=2C3=C(N(C2C=C1)CC1=CC=C(C=C1)S(=O)(=O)N)C=CC=N3 4-((8-methoxy-5H-pyrido[3,2-b]indol-5-yl)methyl)benzenesulfonamide